NCC(CN1N=CN(C1=O)C1=C(C(=CC=C1)C1=CC=C(C=C1)S(=O)(=O)C)C)=C(F)F 2-[2-(aminomethyl)-3,3-difluoro-allyl]-4-[2-methyl-3-(4-methylsulfonylphenyl)phenyl]-1,2,4-triazol-3-one